ClC=1C=CC2=C(C(=CS2)CN2C(OC3(C2)CC(CCC3)CN3C=NC2=C3C=C(C=C2)C#N)=O)C1 1-({3-[(5-chloro-1-benzothien-3-yl)methyl]-2-oxo-1-oxa-3-azaspiro[4.5]dec-7-yl}methyl)-1H-benzimidazole-6-carbonitrile